α-methyl-hydroxystyrene CC(=CO)C1=CC=CC=C1